(2R,5S)-5-(4-Chlorobenzyl)-2-(5-methyl-1,3,4-oxadiazol-2-yl)-4-(4-(5-methyloxazol-2-yl)cyclohexyl)morpholin ClC1=CC=C(C[C@H]2CO[C@H](CN2C2CCC(CC2)C=2OC(=CN2)C)C=2OC(=NN2)C)C=C1